ClC=1C(=C(C=CC1)NC=1C2=C(N=CN1)C=CC(=N2)N2CC1(CNC1)CC2)F N-(3-Chloro-2-fluorophenyl)-6-(2,6-diazaspiro[3.4]octan-6-yl)pyrido[3,2-d]pyrimidin-4-amine